CNC=1N=CC(=C2C=C(N=CC12)NC(=O)C1CC1)C#CC1=CC=CC=C1 N-(8-(methylamino)-5-(phenylethynyl)-2,7-naphthyridin-3-yl)cyclopropanecarboxamide